5-(5-(4-butylpiperidin-1-yl)-6-methylpyridazin-3-yl)pyrimidine-2,4(1H,3H)-dione C(CCC)C1CCN(CC1)C=1C=C(N=NC1C)C=1C(NC(NC1)=O)=O